BrC1=CC2=C(C=C1)C1=CC=C(C=C1C21C2=CC=CC=C2OC=2C=CC=CC12)Br 2,7-dibromospiro(fluorene-9,9-xanthene)